FC(CCNC[C@@H]1NC2=CC(=C(C(=C2C1)F)N1CC(NS1(=O)=O)=O)O)F 5-[(2R)-2-{[(3,3-difluoropropyl)amino]methyl}-4-fluoro-6-hydroxy-2,3-dihydro-1H-indol-5-yl]-1λ6,2,5-thiadiazolidine-1,1,3-trione